3-Phenoxypropionyl chloride O(C1=CC=CC=C1)CCC(=O)Cl